C(CCCCCCCC)N(CCN(CC(=O)OCCC(N(CCCCCCCCC)CCCCCCCCC)C(=O)[O-])CCCCCCCCC)CCCCCCCCC 2-((N-(2-(Dinonylamino)ethyl)-N-nonylglycyl)oxy)ethyldinonylglycinate